6-methoxyhexan-1-ol COCCCCCCO